N-(2-(3-chloro-1-(difluoromethyl)-1H-pyrazol-4-yl)pyrimidin-4-yl)-5-isopropyl-8-((2R,3S)-2-methyl-3-((methylsulfonyl)methyl)azetidin-1-yl)isoquinolin-3-amine ClC1=NN(C=C1C1=NC=CC(=N1)NC=1N=CC2=C(C=CC(=C2C1)C(C)C)N1[C@@H]([C@H](C1)CS(=O)(=O)C)C)C(F)F